[4-(3H-1,3,4-triazainden-7-yl)-1-piperidyl]methanone N1=CNC2=NC=CC(=C12)C1CCN(CC1)C=O